C(C=C)C1(C(N([C@H](C1)CCO[Si](C)(C)C(C)(C)C)C(=O)OC(C)(C)C)=O)CC=C tert-butyl (R)-3,3-diallyl-5-(2-((tert-butyldimethylsilyl)oxy)ethyl)-2-oxopyrrolidine-1-carboxylate